dibromobenzyl-benzene BrC=1C(=C(C=CC1)CC1=CC=CC=C1)Br